NC=1C(=NC=CC1C(=O)NCCC(C)C)C=1C=NC=CC1 amino-N-isopentyl-[2,3'-bipyridine]-4-carboxamide